FC=1C=CC(=NC1)[C@@H]([C@H](O)C1=NC=C(C=C1)F)N1CC2=CC(=CC=C2C1)C=1OC(=NN1)C(F)F 2-[(1S,2S)-1,2-bis(5-fluoropyridin-2-yl)-2-hydroxyethyl]-6-[5-(difluoromethyl)-1,3,4-oxadiazol-2-yl]-2,3-dihydro-1H-isoindol